N1(CCC1)CC1=CC=C2C(=NC(=NN21)N2C(=CC=1C(=CC=CC21)C(=O)N)C)NCC2=CC=CC=C2 1-(7-(azetidin-1-ylmethyl)-4-(benzylamino)pyrrolo[2,1-f][1,2,4]triazin-2-yl)-2-methyl-1H-indole-4-carboxamide